1-(4-Ethoxy-2-hydroxy-6-methoxyphenyl)-3-(4-ethoxyphenyl)prop-2-en-1-one C(C)OC1=CC(=C(C(=C1)OC)C(C=CC1=CC=C(C=C1)OCC)=O)O